IC1=CN(C=2N=CNC(C21)=O)CC(F)(F)F 5-Iodo-7-(2,2,2-trifluoroethyl)-3,7-dihydro-4H-pyrrolo[2,3-d]pyrimidin-4-one